COC=1C=C(CN(C2=CC(=CC=C2)COCCOCC2=CC(=CC=C2)OC)CC2=CC(=CC=C2)N2CCN(CC2)C)C=CC1 N-(3-methoxybenzyl)-3-((2-(3-methoxybenzyloxy)ethoxy)methyl)-N-(3-(4-methylpiperazin-1-yl)benzyl)aniline